(S)-N-(1-(2-chloro-6-fluoro-phenyl)ethyl)-3-((5-cyano-1H-indazol-1-yl)methyl)bicyclo-[1.1.1]pentane-1-carboxamide ClC1=C(C(=CC=C1)F)[C@H](C)NC(=O)C12CC(C1)(C2)CN2N=CC1=CC(=CC=C21)C#N